methyl 2-((tert-butoxycarbonyl) amino)-3-(4,5-difluoro-1H-indol-7-yl)butanoate C(C)(C)(C)OC(=O)NC(C(=O)OC)C(C)C=1C=C(C(=C2C=CNC12)F)F